BrC1=C(C=NN1)C1=CC=C2C(N(C=NC2=C1)[C@H](C)C=1C=C(C(=O)NCC=2C=NC(=CC2)F)C=CC1)=O (R)-3-(1-(7-(5-Bromo-1H-pyrazol-4-yl)-4-oxoquinazolin-3(4H)-yl)ethyl)-N-((6-fluoropyridin-3-yl)methyl)benzamide